3-hydroxy-N-(2-methylphenyl)-2-naphthoamide OC=1C(=CC2=CC=CC=C2C1)C(=O)NC1=C(C=CC=C1)C